1,3-dimethylbutyl phenyl-p-phenylenediamine methyl 5-(o-tolyl)-2-((2-(trimethylsilyl)ethoxy)methyl)-2H-1,2,3-triazole-4-carboxylate C1(=C(C=CC=C1)C=1C(=NN(N1)COCC[Si](C)(C)C)C(=O)OC)C.CC(CC(C)C)N(C1=CC=C(C=C1)N)C1=CC=CC=C1